3-hydroxy-3-phenylisoindoline OC1(NCC2=CC=CC=C12)C1=CC=CC=C1